NC=1C=2N(C=CN1)C(=NC2C2=CC(=C(C=C2)NC(OC(C)(C)C)=O)OC)CCOC2CCN(CC2)C tert-Butyl (4-(8-amino-3-(2-((1-methylpiperidin-4-yl)oxy)ethyl)imidazo[1,5-a]pyrazin-1-yl)-2-methoxyphenyl)carbamate